N-(5-((6-(3-(3-(3,5-dimethyl-isoxazol-4-yl)phenyl)isoxazolidin-2-yl)pyrimidin-4-yl)-amino)-4-methoxy-2-(4-methylpiperazin-1-yl)phenyl)-acrylamide CC1=NOC(=C1C=1C=C(C=CC1)C1N(OCC1)C1=CC(=NC=N1)NC=1C(=CC(=C(C1)NC(C=C)=O)N1CCN(CC1)C)OC)C